9-oxohexadec-10-enoic acid O=C(CCCCCCCC(=O)O)C=CCCCCC